1-[3-[2-(2,6-dioxo-3-piperidyl)-1,3-dioxo-isoindolin-5-yl]oxycyclobutyl]piperidine-4-carboxylic acid O=C1NC(CCC1N1C(C2=CC=C(C=C2C1=O)OC1CC(C1)N1CCC(CC1)C(=O)O)=O)=O